ClC=1N=CC(=NC1)C(=O)NC1=CC=2N(C=C1OC)N=C(C2)C 5-chloro-N-(6-methoxy-2-methylpyrazolo[1,5-a]pyridin-5-yl)pyrazine-2-carboxamide